1-(4-(2-(8-chloroquinolin-6-yl)-3-isopropyl-1H-indol-5-yl)piperidin-1-yl)-2-methylpropan-2-ol ClC=1C=C(C=C2C=CC=NC12)C=1NC2=CC=C(C=C2C1C(C)C)C1CCN(CC1)CC(C)(O)C